C(#N)[NH2+]C#N.C(CCC)N1C=[N+](C=C1)C 1-butyl-3-methylimidazolium dicyanoammonium salt